2-methyl-5-(4,4,5,5-tetramethyl-1,3,2-dioxaborolan-2-yl)indazole CN1N=C2C=CC(=CC2=C1)B1OC(C(O1)(C)C)(C)C